(1R)-1-[2-[[5-[[(2S)-2,4-dimethylpiperazin-1-yl]methyl]pyridin-2-yl]amino]-8-piperidin-1-ylpyrido[3,4-d]pyrimidin-6-yl]ethanol C[C@@H]1N(CCN(C1)C)CC=1C=CC(=NC1)NC=1N=CC2=C(N1)C(=NC(=C2)[C@@H](C)O)N2CCCCC2